C(C)OC(=O)C1=NC2=C(N1C(C)C)C=CC=C2C2=C(C(=CC(=C2)F)F)F 1-isopropyl-4-(2,3,5-trifluorophenyl)-1,3-benzodiazole-2-carboxylic acid ethyl ester